BrC1=CC=C2C=NC(=NC2=C1)NC[C@@H]1CN(CC1)C(=O)OC(C)(C)C tert-butyl (R)-3-(((7-bromoquinazolin-2-yl)amino)methyl)pyrrolidine-1-carboxylate